[N+](=[N-])=CC(CC[C@@H](C(=O)OCOC)NC([C@H](C)OC)=O)=O methoxymethyl (S)-6-diazo-2-((S)-2-methoxypropanamido)-5-oxohexanoate